2,2-difluoro-N-(2-methoxyethyl)-N-[[4-[5-(trifluoromethyl)-1,2,4-oxadiazol-3-yl]phenyl]methyl]cyclopropanecarboxamide metabisulfite S(=O)(=O)(O)S(=O)O.FC1(C(C1)C(=O)N(CC1=CC=C(C=C1)C1=NOC(=N1)C(F)(F)F)CCOC)F